3-methyl-4-(1-methyl-1,2,3,6-tetrahydropyridin-4-yl)aniline CC=1C=C(N)C=CC1C=1CCN(CC1)C